1-(tert-butyl) 3-methyl 4-(thiophene-2-carbonyl)piperazine-1,3-dicarboxylate S1C(=CC=C1)C(=O)N1C(CN(CC1)C(=O)OC(C)(C)C)C(=O)OC